OC=1C(=NC=CC1NC=1C(C(C1N[C@@H]1C(CCC2=C1C=C(O2)C)(C)C)=O)=O)C2=C(C=NO2)C (R)-3-((3-hydroxy-2-(4-methylisoxazol-5-yl)pyridin-4-yl)amino)-4-((2,5,5-trimethyl-4,5,6,7-tetrahydrobenzofuran-4-yl)amino)cyclobut-3-ene-1,2-dione